FC(C=1C(=NN(C1)C)C(=O)OC)F methyl 4-(difluoromethyl)-1-methyl-1H-pyrazole-3-carboxylate